2-methoxy-N-(3-(8-((1S,5R,7R)-3-methyl-3,6-diazabicyclo[3.2.1]octan-7-yl)-3-(2,2,2-trifluoroethyl)imidazo[1,2-a]pyridin-2-yl)prop-2-yn-1-yl)-4-(methylsulfonyl)aniline COC1=C(NCC#CC=2N=C3N(C=CC=C3[C@@H]3N[C@H]4CN(C[C@@H]3C4)C)C2CC(F)(F)F)C=CC(=C1)S(=O)(=O)C